2-cyclohexyl-6,7-dihydrooxazolo[5,4-D]pyrrolo[1,2-a]pyrimidin-9(5H)-one C1(CCCCC1)C=1OC=2N=C3N(C(C2N1)=O)CCC3